CC=1C=C2C=NN(C2=CC1OC1CCCC=2C=C(C=NC12)C#N)C=CC(=O)N1CCN(CC1)C 8-((5-Methyl-1-(3-(4-methylpiperazin-1-yl)-3-oxoprop-1-en-1-yl)-1H-indazol-6-yl)oxy)-5,6,7,8-tetrahydroquinoline-3-carbonitrile